FC(C=1C(=NC(=NC1)NC=1C(=NN(C1)C1CCN(CC1)C)C)NCCCN1C(C(OCCC1)(C)C)=O)F 4-(3-((5-(difluoromethyl)-2-((3-methyl-1-(1-methylpiperidin-4-yl)-1H-pyrazol-4-yl)amino)pyrimidin-4-yl)amino)propyl)-2,2-dimethyl-1,4-oxazepan-3-one